ClC=1C(=C(C=CC1)NC1=C(NC2=C1C(NCC2)=O)C2=C(C=NC=C2)C#CC(C)(C)O)OC 3-[(3-chloro-2-methoxyphenyl)amino]-2-[3-(3-hydroxy-3-methylbut-1-yn-1-yl)pyridin-4-yl]-1H,5H,6H,7H-pyrrolo[3,2-c]pyridin-4-one